[Cl-].[Cl-].C[SiH](C)[Zr+2](C1C=CC2=CC=CC=C12)C1C=CC2=CC=CC=C12 dimethylsilyl-bis-(1-indenyl)zirconium dichloride